7-(1-methyl-1H-pyrazol-4-yl)-N-(2-methyl-5-((2-(4-methyl-3-oxopiperazin-1-yl)ethyl)carbamoyl)pyridin-3-yl)-[1,2,4]triazolo[4,3-a]pyridine-3-carboxamide CN1N=CC(=C1)C1=CC=2N(C=C1)C(=NN2)C(=O)NC=2C(=NC=C(C2)C(NCCN2CC(N(CC2)C)=O)=O)C